FC1=CC=C(CN(C(=O)NCC2=CC=C(C=C2)OCC(C)C)C[C@H]2CN(CC2)C)C=C1 (R)-1-(4-Fluorobenzyl)-1-((1-methylpyrrolidin-3-yl)methyl)-3-(4-isobutoxyphenylmethyl)urea